C(C1=CC=CC=C1)OCCCC1N(C(CC1)=O)[C@H](C(=O)N1[C@@H](C[C@H](C1)OC1OCCCC1)C(=O)OC)C(C)(C)C methyl (2S,4R)-1-[(2S)-2-[2-(3-benzyloxypropyl)-5-oxo-pyrrolidin-1-yl]-3,3-dimethyl-butanoyl]-4-tetrahydropyran-2-yloxy-pyrrolidine-2-carboxylate